CC(=O)C([C@@H](C(=O)O)N)SSC[C@@H](C(=O)O)N acetylcystine